CC1=C(C(=C(C(=C1F)F)C)F)F tetrafluoro-p-xylene